ON1[C@@H]2CC[C@H](N(C1=O)C2)C(NC(CN2CCCCC2)=O)=N N-(((2S,5R)-6-hydroxy-7-oxo-1,6-diazabicyclo[3.2.1]octan-2-yl)(imino)methyl)-2-(piperidin-1-yl)acetamide